((5-Chloropyrazin-2-yl) methylamino)-2-methyl-1-oxopropan-2-ylcarbamate ClC=1N=CC(=NC1)CNN(C([O-])=O)C(C=O)(C)C